2-((tetrahydro-2H-pyran-4-yl)methoxy)ethanol O1CCC(CC1)COCCO